nonyl-trimethyl-dimethyl-ammonium bromide [Br-].C(CCCCCCCC)[NH+](C(C)(C)C)C